CN(C(OC(C)(C)C)=O)C=1C2=C(N=CN1)N(C=C2)[C@@H]2O[C@@H]([C@]1(OC(O[C@H]12)(C)C)C)CSC tert-butyl methyl(7-((3aR,4R,6S,6aS)-2,2,6a-trimethyl-6-((methylthio)methyl)tetrahydrofuro[3,4-d][1,3]dioxol-4-yl)-7H-pyrrolo[2,3-d]pyrimidin-4-yl)carbamate